tert-butyl 3-[4-amino-2-[[2-[3-[[5-[[(1S)-1-methoxycarbonyl-4,4-dimethyl-pentyl]carbamoyl]-2-pyridyl]oxy]phenoxy]acetyl]amino]-4-oxo-butoxy]azetidine-1-carboxylate NC(CC(COC1CN(C1)C(=O)OC(C)(C)C)NC(COC1=CC(=CC=C1)OC1=NC=C(C=C1)C(N[C@@H](CCC(C)(C)C)C(=O)OC)=O)=O)=O